2-amino-2,5-dichlorobenzophenone NC1(C(C(=O)C2=CC=CC=C2)C=C(C=C1)Cl)Cl